rac-(2s,3s,4s,5r)-3-(4-fluoro-2-hydroxy-3-methylphenyl)-4,5-dimethyl-5-(trifluoromethyl)tetrahydrofuran-2-carboxylic acid FC1=C(C(=C(C=C1)[C@H]1[C@H](O[C@]([C@H]1C)(C(F)(F)F)C)C(=O)O)O)C |r|